9-(6-(ethyl(thiophen-2-ylmethyl)amino)pyridin-3-yl)-6,7-dimethoxynaphtho[2,3-c]furan-1(3H)-one C(C)N(C1=CC=C(C=N1)C1=C2C=C(C(=CC2=CC2=C1C(OC2)=O)OC)OC)CC=2SC=CC2